COC1=CC=C(C=N1)C1COC2=C(O1)C=CC(=C2)C(C)N 1-(2-(6-methoxypyridin-3-yl)-2,3-dihydrobenzo[b][1,4]dioxin-6-yl)ethan-1-amine